N-(4-((4-((1-(bicyclo[2.2.1]heptan-2-yl)piperidin-4-yl)amino)-6,7-dimethoxyquinazolin-2-yl)amino)butyl)-2-chloroacetamide C12C(CC(CC1)C2)N2CCC(CC2)NC2=NC(=NC1=CC(=C(C=C21)OC)OC)NCCCCNC(CCl)=O